(2S,3R,4R,5R)-2-(4-amino-5-iodopyrrolo[2,1-f][1,2,4]triazin-7-yl)-3-methyl-5-(((2-(methylamino)quinolin-7-yl)oxy)methyl)tetrahydrofuran-3,4-diol NC1=NC=NN2C1=C(C=C2[C@@H]2O[C@@H]([C@H]([C@]2(O)C)O)COC2=CC=C1C=CC(=NC1=C2)NC)I